ClC1=C(C(=CC(=C1)C(F)(F)F)Cl)N1N=C(C=2C1=NC(=CC2CF)O)C#N 1-(2,6-dichloro-4-(trifluoromethyl)phenyl)-4-(fluoromethyl)-6-hydroxy-1H-pyrazolo[3,4-b]pyridine-3-carbonitril